BrCCOC1=C(C=C(C=C1)Cl)C1=C2C(=NC(=C1)C)C(=CS2)C(=O)OC methyl 7-(2-(2-bromoethoxy)-5-chlorophenyl)-5-methylthieno[3,2-b]pyridine-3-carboxylate